C(C)[C@@H]1CN(CCN1C(C(F)(F)F)=O)C(=O)C=1C=C(CN2C(NC(C3=CC=CC=C23)=O)=O)C=CC1F (R)-1-(3-(3-ethyl-4-trifluoroacetylpiperazine-1-carbonyl)-4-fluorobenzyl)quinazoline-2,4(1H,3H)-dione